NC1=NC(=NC(=C1)C1=NC=CC=C1)C1=NC=CC=C1 4-amino-2,6-di(pyridin-2-yl)pyrimidine